C(C=1C(C(=O)OCC(CCCC)CC)=CC=CC1)(=O)OCC(CCCC)CC Di(2-ethylhexyl) phthalat